BrC=1N=C(C2=CC(=CC=C2C1)C)C bromo-1,7-dimethylisoquinoline